C(CCCC)(=O)OC1=CC2=C(NC(=N2)S(=O)CC2=NC=C(C(=C2C)OC)C)C=C1 2-(((4-methoxy-3,5-dimethylpyridin-2-yl)methyl)sulfinyl)-1H-benzo[d]imidazol-5-yl pentanoate